NC1=CC(=C2C(=N1)C(C=1C(=CC=CC1O2)O)=O)C2=CC=C(C=C2)N2CCN(CC2)CC2CCN(CC2)C2=CC(=C1CN(C(C1=C2)=O)C2C(NC(CC2)=O)=O)OC 3-(6-(4-((4-(4-(2-amino-9-hydroxy-10-oxo-10H-chromeno[3,2-b]pyridin-4-yl)phenyl)piperazin-1-yl)methyl)piperidin-1-yl)-4-methoxy-1-oxoisoindolin-2-yl)piperidine-2,6-dione